3-((3-bromo-4-fluorophenyl)imino)coumarin BrC=1C=C(C=CC1F)N=C1C(OC2=CC=CC=C2C1)=O